4-[(methylamino)methyl]-1-(2,2,2-trifluoroethyl)-1H-indol CNCC1=C2C=CN(C2=CC=C1)CC(F)(F)F